C(CCC)[Mg]CC n-butyl-(ethyl)magnesium